CN(C(/C=C/C(=O)OCC)=O)C=1C=C(C=CC1)C Ethyl (E)-4-(methyl (m-tolyl) amino)-4-oxobut-2-enoate